C1(=CC=CC=C1)C1=CC(=NC(=C1)C1=CC=CC=C1)C=1C=C(C=C(C1)N1C2=CC=C(C=C2C=2C=C(C=CC12)N1C2=C(C=3C=CC=CC13)N=CC=C2)N2C1=C(C=3C=CC=CC23)N=CC=C1)N1C2=CC=C(C=C2C=2C=C(C=CC12)N1C2=C(C=3C=CC=CC13)N=CC=C2)N2C1=C(C=3C=CC=CC23)N=CC=C1 5,5',5'',5'''-((5-(4,6-diphenylpyridin-2-yl)-1,3-phenylene)bis(9H-carbazole-9,3,6-triyl))tetrakis(5H-pyrido[3,2-b]indole)